OC1=CC=C(C(=O)O)C=C1.C(CCCCCCCCCCCCCCCCC)N octadecylamine para-hydroxybenzoate